1-(6-bromo-3-(2,2-difluoroethoxy)pyridin-2-yl)-N,N-dimethylmethylamine BrC1=CC=C(C(=N1)CN(C)C)OCC(F)F